(cyclopropanecarboxamido)-N-methylpyridazine-3-carboxamide C1(CC1)C(=O)NC1=C(N=NC=C1)C(=O)NC